(2S,3R,5R,10R,13R,14S,17S)-17-[2-(3-Dimethylaminopropyl(methyl)amino)acetyl]-2,3,14-trihydroxy-10,13-dimethyl-2,3,4,5,9,11,12,15,16,17-decahydro-1H-cyclopenta[a]phenanthren-6-on CN(CCCN(CC(=O)[C@H]1CC[C@]2(C3=CC([C@@H]4C[C@H]([C@H](C[C@@]4(C3CC[C@]12C)C)O)O)=O)O)C)C